CC1=CC(=NC(=N1)N1CC(CC1)COC1=C(C=CC=C1)C(F)(F)F)C(=O)N 6-methyl-2-(3-((2-(trifluoromethyl)phenoxy)methyl)pyrrolidin-1-yl)pyrimidine-4-carboxamide